CC(C)(C1=CC(=C(C=C1)O)CC=C)C2=CC(=C(C=C2)O)CC=C 2,2-diallylbisphenol a